tert-butyl N-[4-[[2-amino-8-(phenylcarbamoyl)-3H-1-benzazepine-4-carbonyl]-propyl-amino]but-2-ynyl]carbamate NC1=NC2=C(C=C(C1)C(=O)N(CC#CCNC(OC(C)(C)C)=O)CCC)C=CC(=C2)C(NC2=CC=CC=C2)=O